Cl.CS(=O)(=O)[C@@H]1C[C@H](C1)N trans-3-methylsulfonylcyclobutylamine hydrochloride